(3-amino-2-hydroxy-propyl)carbamate NCC(CNC([O-])=O)O